[C@@H]1([C@@H](O)[C@@H](O)[C@H](O)[C@H](O1)CO)N β-D-mannopyranosylamine